2-[4-[(2S,5R)-4-(3-methoxy-2,2-dimethylpropanoyl)-2,5-dimethylpiperazin-1-yl]spiro[6H-pyrrolo[2,3-d]pyrimidine-5,1'-cyclobutane]-7-yl]pyridine-4-carbonitrile COCC(C(=O)N1C[C@@H](N(C[C@H]1C)C=1C2=C(N=CN1)N(CC21CCC1)C1=NC=CC(=C1)C#N)C)(C)C